CC1(C(C(=CC=C1)C1=CC(=CC=C1)C)N)N 3,3'-dimethyl-biphenyldiamine